C(=O)=C(C(=O)O)CCN 2-carbonyl-4-aminobutyric acid